C1(CC1)C=1N=CN(C1)C=1C(=CC(=C(C(=O)NC2=NC(=CC=C2)C=2N3C(=NN2)C(CC3)C)C1)F)C 5-(4-cyclopropyl-1H-imidazol-1-yl)-2-fluoro-4-methyl-N-(6-(7-methyl-6,7-dihydro-5H-pyrrolo[2,1-c][1,2,4]triazol-3-yl)pyridin-2-yl)benzamide